C(C)OC(C)NC(C1=CC=CC=C1)=O N-(1-ethoxyethyl)benzamide